N-cyclobutyl-2,4-dimethoxy-6-pentyl-benzenesulfonamide C1(CCC1)NS(=O)(=O)C1=C(C=C(C=C1CCCCC)OC)OC